N-(3-(3-((2,6-Dioxopiperidin-3-yl)amino)phenyl)prop-2-yn-1-yl)-5-(4-((7-ethyl-1,3-dimethyl-2-oxo-1,2-dihydroquinolin-5-yl)(methyl)amino)phenyl)-3-methylpicolinamide O=C1NC(CCC1NC=1C=C(C=CC1)C#CCNC(C1=NC=C(C=C1C)C1=CC=C(C=C1)N(C)C1=C2C=C(C(N(C2=CC(=C1)CC)C)=O)C)=O)=O